C(C)(C)(C)OC(=O)N1C[C@H]2C([C@H]2C1)C1=NOC(=C1C)C(F)F (1R,5S,6r)-6-[5-(difluoromethyl)-4-methyl-1,2-oxazol-3-yl]-3-azabicyclo[3.1.0]hexane-3-carboxylic acid tert-butyl ester